ClC=1C=C(C=CC1)CCN1C[C@H]([C@H](C1)C)COC1=CC=C(C=C1)S(=O)(=O)C |r| rac-cis-1-[2-(3-chlorophenyl)ethyl]-3-[(4-methylsulfonylphenoxy)methyl]-4-methylpyrrolidine